O=C(CC(=O)SCCNC(CCNC([C@@H](C(COP(OP(OC[C@@H]1[C@H]([C@H]([C@@H](O1)N1C=NC=2C(N)=NC=NC12)O)OP(=O)(O)O)(=O)O)(=O)O)(C)C)O)=O)=O)CCCCCCCCCCCCC 3-ketohexadecanoyl-CoA